C(CCC)(=O)OC=1C(=NC(=CC1)N)N 2,6-diaminopyridin-3-yl butyrate